NCC=1C(=NC(=C(N1)Cl)C1=CC(=C(C=C1)F)F)N 3-(aminomethyl)-5-chloro-6-(3,4-difluorophenyl)pyrazin-2-amine